1,2-di-(9Z-octadecenoyl)-sn-glycero-3-phosphate CCCCCCCC/C=C\CCCCCCCC(=O)OC[C@H](COP(=O)(O)O)OC(=O)CCCCCCC/C=C\CCCCCCCC